CN1N=CC=C1[C@H](CC)NC(=O)C1=CC2=C(N3C(S2)=NC(=C3)C3=CC=C(C=C3)C(NC)=O)C=C1 (S)-N-(1-(1-methyl-1H-pyrazol-5-yl)propyl)-2-(4-(methylcarbamoyl)phenyl)benzo[d]imidazo[2,1-b]thiazole-7-carboxamide